N[C@@H](C(=O)O)CNC(=N)N D-2-amino-3-guanidinopropionic acid